tert-Butyl 3-(5-acetyl-7-(thiazol-2-yl)benzo[d]oxazol-2-yl)-3,8-diazabicyclo[3.2.1]octane-8-carboxylate C(C)(=O)C=1C=C(C2=C(N=C(O2)N2CC3CCC(C2)N3C(=O)OC(C)(C)C)C1)C=1SC=CN1